O1[C@@H](CC1)CN1C(=NC2=C1C=C(C=C2)C(=O)OC(C)(C)C)CN2CCC(CC2)C2=NC(=CC=C2)OCC=2C=CC=C1C=CN=CC21 tert-butyl (S)-1-(oxetan-2-ylmethyl)-2-((4-(6-(isoquinolin-8-ylmethoxy) pyridin-2-yl) piperidin-1-yl) methyl)-1H-benzo[d]imidazole-6-carboxylate